C(C)(C)(C)N1N=C(C=C1C)NC1=CC(=C(C(=N1)C[C@@]1(C[C@H](N(CC1)CC1=C(C(=CC=C1)Cl)F)C)C(=O)OC(C)(C)C)F)C(C(C)C)=O tert-butyl (2R,4R)-4-((6-((1-(tert-butyl)-5-methyl-1H-pyrazol-3-yl)amino)-3-fluoro-4-isobutyrylpyridin-2-yl)methyl)-1-(3-chloro-2-fluorobenzyl)-2-methylpiperidine-4-carboxylate